CC1(OC2=C(C(=C(C(=C2CC1)C)O)C)C)CCC=C(C)C 2,5,7,8-tetramethyl-2-(4-methylpent-3-en-1-yl)chroman-6-ol